ethyl 5-bromo-6-((2R,3S,4S,5R)-3-(3,4-difluoro-2-methoxyphenyl)-4,5-dimethyl-5-(trifluoromethyl)tetrahydrofuran-2-yl)-2-methyl-4-oxo-1,4-dihydropyridine-3-carboxylate BrC=1C(C(=C(NC1[C@@H]1O[C@]([C@H]([C@H]1C1=C(C(=C(C=C1)F)F)OC)C)(C(F)(F)F)C)C)C(=O)OCC)=O